Trifluoroethen FC=C(F)F